Cl.C12CNCC(CC1)N2C2=CC=C(C=C2)C2C(NC(CC2)=O)=O 3-(4-(3,8-diazabicyclo[3.2.1]octan-8-yl)phenyl)piperidine-2,6-dione hydrochloride